7-[3,3-bis(hydroxymethyl)azetidin-1-yl]-6-fluoro-N-(1,1,1,3,3,3-hexafluoropropan-2-yl)-4-oxo-1-(2,4,6-trifluorophenyl)-1,4-dihydro-1,8-naphthyridine-3-carboxamide OCC1(CN(C1)C1=C(C=C2C(C(=CN(C2=N1)C1=C(C=C(C=C1F)F)F)C(=O)NC(C(F)(F)F)C(F)(F)F)=O)F)CO